2-[(2E)-2-(aminomethyl)-3-fluoroprop-2-en-1-yl]-4-{[5-(1,3-benzodioxol-5-yl)-1-benzothiophen-2-yl]methyl}-2,4-dihydro-3H-1,2,4-triazol-3-one NC/C(/CN1N=CN(C1=O)CC=1SC2=C(C1)C=C(C=C2)C2=CC1=C(OCO1)C=C2)=C\F